FC=1C=C(C=CC1)N1C=2C(C3=CC(=CC=C13)C(=O)OCC)=CN(N2)C ethyl 8-(3-fluorophenyl)-2-methyl-2H,8H-pyrazolo[3,4-b]indole-5-carboxylate